2-(3,4-dichlorophenyl)-1-ethyl-5-[2-fluoro-5-(1-methylbut-2-ynyloxycarbonyl)phenyl]-6-methyl-4-oxo-pyridine-3-carboxylic acid tert-butyl ester C(C)(C)(C)OC(=O)C1=C(N(C(=C(C1=O)C1=C(C=CC(=C1)C(=O)OC(C#CC)C)F)C)CC)C1=CC(=C(C=C1)Cl)Cl